nonynyl chloride C(#CCCCCCCC)Cl